6-Pyridin-2-yl-benzo[4,5]imidazo[1,2-c]quinazoline N1=C(C=CC=C1)C1=NC2=CC=CC=C2C=2N1C1=C(N2)C=CC=C1